COC1=CC=C(C=C1)NC(=O)C=1N=C2N(C=CC(=C2)C2=NOC(=N2)C(F)(F)F)C1 N-(4-methoxyphenyl)-7-(5-(trifluoromethyl)-1,2,4-oxadiazol-3-yl)imidazo[1,2-a]pyridine-2-carboxamide